[Cl-].CC1=C(N)C(=CC(=C1)C)C 2,4,6-trimethylaniline chloride